C(=CC)C(CSSSCC(C)C=CC)C 2-propenylpropyl trisulfide